5-Fluoro-6-(2-methoxyethoxy)-3-[3-(4-{3-[(2S)-2-methylmorpholin-4-yl]azetidin-1-carbonyl}phenyl)-1,2-oxazol-5-yl]-1H-indazol FC=1C=C2C(=NNC2=CC1OCCOC)C1=CC(=NO1)C1=CC=C(C=C1)C(=O)N1CC(C1)N1C[C@@H](OCC1)C